1-([1,1'-biphenyl]-4-yl)-N-phenylnaphthalen-2-amine C1(=CC=C(C=C1)C1=C(C=CC2=CC=CC=C12)NC1=CC=CC=C1)C1=CC=CC=C1